NC1=C(C=CC=C1)C1=C(C=CC=C1)[Pd]OS(=O)(=O)C (2'-amino-[1,1'-biphenyl]-2-yl)-((methylsulfonyl)oxy)palladium